(4-(3-(4-chlorophenyl)imidazo[1,2-a]pyrazin-6-yl)phenyl)(piperazin-1-yl)methanone 2,2,2-trifluoroacetate salt FC(C(=O)O)(F)F.ClC1=CC=C(C=C1)C1=CN=C2N1C=C(N=C2)C2=CC=C(C=C2)C(=O)N2CCNCC2